C(C)(C)C=1C(=NNC1C=1C=C(C=2N(C1)C=CN2)OC)C=2SC(=CN2)C2CCN(CC2)CC(C)(C)C 2-(4-isopropyl-5-(8-methoxyimidazo[1,2-a]pyridin-6-yl)-1H-pyrazol-3-yl)-5-(1-neopentylpiperidin-4-yl)thiazole